2-Bromo-4-nitro-benzenesulfonyl chloride BrC1=C(C=CC(=C1)[N+](=O)[O-])S(=O)(=O)Cl